2-acetoxy-6-trifluoromethyl-nicotinic acid C(C)(=O)OC1=C(C(=O)O)C=CC(=N1)C(F)(F)F